(1,2,4-triazol-1-ylmethyl)cyclopentanol N1(N=CN=C1)CC1(CCCC1)O